4-hydroxy-3,5-Dimethylbenzaldehyde OC1=C(C=C(C=O)C=C1C)C